C(C)C(C(=O)O)(C)C.CC(C(=O)OCC)C ethyl 2-methyl-propionate (ethyl isobutyrate)